OC1=CC=CC=2C(N([C@H]3C=4C([C@@H](C21)C3)=C3N(N4)C=CC(=C3)C=3C=NC(=NC3)C3(CCC3)NC(OC(C)(C)C)=O)C([2H])([2H])[2H])=O tert-butyl (1-(5-((7R,14S)-1-hydroxy-6-(methyl-d3)-5-oxo-5,6,7,14-tetrahydro-7,14-methanobenzo[c]pyrido[1',2':1,5]pyrazolo[4,3-f]azocin-12-yl)pyrimidin-2-yl)cyclobutyl)carbamate